7-(4-(6-(4-Aminopiperidin-1-yl)-5-cyano-4-(4-cyano-3-fluorophenyl)pyridin-3-yl)-2-hydroxyphenoxy)-N-hydroxyheptanamide hydrochloride Cl.NC1CCN(CC1)C1=C(C(=C(C=N1)C1=CC(=C(OCCCCCCC(=O)NO)C=C1)O)C1=CC(=C(C=C1)C#N)F)C#N